ClC1=C(C2=C(C=3NC(C=4N(C13)C(=NN4)C)(C)C)CCO2)C2=C4C=NN(C4=CC(=C2)F)CC(F)F 5-chloro-6-(1-(2,2-difluoroethyl)-6-fluoro-1H-indazol-4-yl)-3,11,11-trimethyl-8,9,10,11-tetrahydrofuro[3,2-f][1,2,4]triazolo[4,3-a]quinoxaline